C(CCC)[N+](CCCC)(CCCC)CCCC.C(C)(C)(C)OC(=O)NCCS(=O)(=O)[O-] 2-((tert-butoxycarbonyl)amino)ethane-1-sulfonic acid tetrabutylammonium salt